dibutylbisphenol A CCCCC1=CC(=CC(=C1O)CCCC)C(C)(C)C2=CC(=C(C(=C2)CCCC)O)CCCC